2-(1-acryloyl-4-(2-(3-(dimethylamino)-3-(isopropoxymethyl)azetidin-1-yl)-7-(7-fluoro-3,4-dihydroquinolin-1(2H)-yl)-5,6,7,8-tetrahydroquinazolin-4-yl)piperazin-2-yl)acetonitrile C(C=C)(=O)N1C(CN(CC1)C1=NC(=NC=2CC(CCC12)N1CCCC2=CC=C(C=C12)F)N1CC(C1)(COC(C)C)N(C)C)CC#N